2-[(E)-2-nitroethenyl]-5-phenylfuran [N+](=O)([O-])/C=C/C=1OC(=CC1)C1=CC=CC=C1